tert-butyl (4-carbamothioylbicyclo[2.2.2]octan-1-yl)carbamate C(N)(=S)C12CCC(CC1)(CC2)NC(OC(C)(C)C)=O